2,9,10-trimethoxy-13-(prop-2-yn-1-yl)-3-(prop-2-yn-1-yloxy)-5,6-dihydroisoquinolino[3,2-a]isoquinolin-7-ium COC=1C(=CC=2CC[N+]3=C(C2C1)C(=C1C=CC(=C(C1=C3)OC)OC)CC#C)OCC#C